N-(4-chloro-3-(trans-2-(difluoromethyl)cyclobutyl)phenyl)-3-methyl-6-azabicyclo[3.1.1]heptane-6-carboxamide ClC1=C(C=C(C=C1)NC(=O)N1C2CC(CC1C2)C)[C@H]2[C@@H](CC2)C(F)F